(S)-2-{[7-(3-cyanobenzyloxy)benzo[d][1,3]dioxol-4-yl]methylamino}propanamide C(#N)C=1C=C(COC2=CC=C(C3=C2OCO3)CN[C@H](C(=O)N)C)C=CC1